2-(((2,3-dihydro-1H-inden-2-yl)oxy)methyl)-3',5'-dimethoxy-4'-methyl-[1,1'-biphenyl]-4-amine C1C(CC2=CC=CC=C12)OCC1=C(C=CC(=C1)N)C1=CC(=C(C(=C1)OC)C)OC